ONC(C(CCN1CCC(=CC1)C1=CC=C(C=C1)C#CCCCCO)(S(=O)(=O)C)C)=O N-hydroxy-4-(4-(4-(6-hydroxyhex-1-yn-1-yl)phenyl)-3,6-dihydropyridin-1(2H)-yl)-2-methyl-2-(methylsulfonyl)butanamide